2,5-dimethyl-2,5-bis(benzoyl-peroxy)-hexane CC(C)(CCC(C)(OOC(C1=CC=CC=C1)=O)C)OOC(C1=CC=CC=C1)=O